N1C[C@H](CCC1)NC1=NC=C(C(=N1)C1=CNC(=C1)C1=NC=CC=N1)C(F)(F)F N-[(3S)-piperidin-3-yl]-4-[5-(pyrimidin-2-yl)-1H-pyrrol-3-yl]-5-(trifluoromethyl)pyrimidin-2-amine